1-Isopropyl-3-(2-methylphenyl)-2,4-dioxo-1,2,3,4-tetrahydropyrimidine-5-carboxylic acid ethyl ester C(C)OC(=O)C=1C(N(C(N(C1)C(C)C)=O)C1=C(C=CC=C1)C)=O